N1=C(C(=CC=C1)S(=O)(=O)O)S(=O)(=O)O pyridinedisulfonic acid